4-[(3-chloro-4-fluorophenyl)amino]-6-{1-[(3-methoxypropyl-amino)-carbonyl]-piperidin-4-yloxy}-7-methoxy-quinazoline ClC=1C=C(C=CC1F)NC1=NC=NC2=CC(=C(C=C12)OC1CCN(CC1)C(=O)NCCCOC)OC